ClC=1C=C(C=C(C1)Cl)C1(CC(=NO1)C1=CC(=C(C(=O)NC2CS(C2)=O)C=C1)C)C(F)(F)F 4-[5-(3,5-dichlorophenyl)-4,5-dihydro-5-(trifluoromethyl)-3-isoxazolyl]-2-methyl-N-(cis-1-oxo-3-thietanyl)-benzamide